C(C)(C)(C)C1=CC=C(C=C1)C=1C=2N(C=C(N1)/C=C/C(=O)O)C=CN2 (E)-3-(8-(4-(tert-Butyl)phenyl)imidazo[1,2-a]pyrazin-6-yl)acrylic acid